C1(CC1)C([C@@H](C(=O)NC1=C(C=C(C=C1)[C@@H](C(=O)N1C[C@@H]([C@@H](C1)O)F)C)F)NC(=O)C1=CC=NN1C(C)C)C1CC1 N-((S)-1,1-dicyclopropyl-3-((2-fluoro-4-((S)-1-((3S,4R)-3-fluoro-4-hydroxypyrrolidin-1-yl)-1-oxopropan-2-yl)phenyl)amino)-3-oxopropan-2-yl)-1-isopropyl-1H-pyrazole-5-carboxamide